C(C1=CC=CC=C1)N(C(=O)C=1N=CC2=CC=CC=C2C1)C1CCN(CC1)S(=O)(=O)C1(CC1)C N-benzyl-N-(1-((1-methylcyclopropyl)sulfonyl)piperidin-4-yl)isoquinoline-3-carboxamide